N-(5-chloro-6-(1-(oxetan-3-yl)-1H-tetrazol-5-yl)pyridin-3-yl)-1,1-diphenylmethanimine ClC=1C=C(C=NC1C1=NN=NN1C1COC1)N=C(C1=CC=CC=C1)C1=CC=CC=C1